N-((5-(dimethylamino)-2-fluorobenzyl)oxy)-6-(6-ethoxypyridin-3-yl)pyrazine-2-carboxamide CN(C=1C=CC(=C(CONC(=O)C2=NC(=CN=C2)C=2C=NC(=CC2)OCC)C1)F)C